[Si](C)(C)(C(C)(C)C)OCCN1C(CN(CC1)C(=O)OC(C)(C)C)C tert-Butyl 4-(2-((tert-butyldimethylsilyl)oxy)ethyl)-3-methylpiperazine-1-carboxylate